C[C@H]1N(CCN(C1)C=1C=CC=2N=CN=C(C2N1)NC1=CC(=C(C=C1)OC1=CC=2N(C=C1)N=CN2)C)C(C#CC)=O 1-[(2R)-2-methyl-4-{4-[(3-methyl-4-{[1,2,4]triazolo[1,5-a]pyridin-7-yloxy}phenyl)amino]pyrido[3,2-d]pyrimidin-6-yl}piperazin-1-yl]but-2-yn-1-one